1-benzyl-5-oxo-1,5-dihydro-4H-1,2,4-triazol C(C1=CC=CC=C1)N1N=CNC1=O